ClC=1C=NN(C1C1=NN2C(N(C(CC2)=O)CC2=CC=C(C=C2)N2N=C(C=C2CNC)C(F)(F)F)=C1)C(C)C 2-(4-chloro-1-isopropyl-1H-pyrazol-5-yl)-4-(4-(5-((methylamino)methyl)-3-(trifluoromethyl)-1H-pyrazol-1-yl)benzyl)-6,7-dihydropyrazolo[1,5-a]pyrimidin-5(4H)-one